FC1=C(C=CC=C1)N1N=CC(=C1)C(C)N1C=C(C2=C1N=CN=C2N)C=2C=NC(=NC2)C(F)(F)F 7-(1-(1-(2-Fluorophenyl)-1H-pyrazol-4-yl)ethyl)-5-(2-(trifluoromethyl)pyrimidin-5-yl)-7H-pyrrolo[2,3-d]pyrimidin-4-amine